ClC1=NC=2N(C(C(=NC2C=N1)N1CCN(CC1)C)=O)CC1=CC=C(C=C1)C=1N(C=C(N1)C(F)(F)F)C1CC1 2-chloro-8-({4-[1-cyclopropyl-4-(trifluoromethyl)imidazol-2-yl]phenyl}methyl)-6-(4-methylpiperazin-1-yl)pteridin-7-one